O=C(CC1(CC1)CNC(OC(C)(C)C)=O)N1CCN(CC1)C1=NC=C(C=N1)C(F)(F)F tert-butyl N-[[1-[2-oxo-2-[4-[5-(trifluoromethyl)pyrimidin-2-yl]piperazin-1-yl]ethyl]cyclopropyl]methyl]carbamate